C(CCCCCCCCC)C1OCC(O1)COC(=O)NCC(CS(=O)(=O)O)O.[Na] Sodium 3-((((2-decyl-1,3-dioxolan-4-yl)methoxy)carbonyl)amino)-2-hydroxypropane-1-sulfonic acid